1-[(4-fluorophenyl)methyl]-N-[(1R,3S)-3-{[2-(trifluoromethyl)quinolin-4-yl]amino}cyclohexyl]-1H-indole-3-carboxamide FC1=CC=C(C=C1)CN1C=C(C2=CC=CC=C12)C(=O)N[C@H]1C[C@H](CCC1)NC1=CC(=NC2=CC=CC=C12)C(F)(F)F